C(C=C)(=O)N1C2C(N(CC1)C1=NC(N3C4=C(C(=C(C=C14)C(F)(F)F)C1=C(C=C(C=C1)F)F)SCC3)=O)CS(C2)(=O)=O 7-(4-acryloyl-6,6-dioxidohexahydrothieno[3,4-b]pyrazin-1(2H)-yl)-10-(2,4-difluorophenyl)-9-(trifluoromethyl)-2,3-dihydro-5H-[1,4]thiazino[2,3,4-ij]quinazolin-5-one